C1(=CC=CC=C1)C(C(CS(=O)(=O)C1=CC=C(C=C1)C(C)(C)C)C1=CC=CC=C1)=O 1,2-diphenyl-3-(4-tert-butylbenzenesulfonyl)propan-1-one